CP(OC[C@@]1(N2[C@@H](C[C@@H](C1=O)CC2)C)COC)(OC[C@@]2(N1[C@@H](CC(C2=O)CC1)C)COC)=O ((1R,2S,4S,6R)-2-(methoxymethyl)-6-methyl-3-oxoquinuclidin-2-yl)methyl (((2S,6R)-2-(methoxymethyl)-6-methyl-3-oxoquinuclidin-2-yl)methyl) methylphosphonate